C(#C)C1=C2C(=CC(=CC2=CC=C1F)O)C1=C(C=2N=C(N=C(C2C=N1)N1C[C@@](CCC1)(C)F)OC[C@]12CCCN2C[C@@H](C1)F)F 5-ethynyl-6-fluoro-4-(8-fluoro-4-[(3S)-3-fluoro-3-methylpiperidin-1-yl]-2-{[(2R,7aS)-2-fluorotetrahydro-1H-pyrrolizin-7a(5H)-yl]methoxy}pyrido[4,3-d]pyrimidin-7-yl)naphthalen-2-ol